2-(tetrahydro-2H-pyran-4-yl)quinazoline-6-carbaldehyde O1CCC(CC1)C1=NC2=CC=C(C=C2C=N1)C=O